ethyl (R)-6-chloro-1-(1-(2,4-dichlorophenyl)ethyl)-1H-pyrazolo[3,4-b]pyrazine-3-carboxylate ClC1=CN=C2C(=N1)N(N=C2C(=O)OCC)[C@H](C)C2=C(C=C(C=C2)Cl)Cl